8-(2-fluoro-4-methylphenyl)-2,3-dimethyl-6-((2R,4S)-2-(1-methyl-1H-pyrazol-4-yl)tetrahydro-2H-pyran-4-yl)pyrido[2,3-b]pyrazine FC1=C(C=CC(=C1)C)C1=CC(=NC2=NC(=C(N=C21)C)C)[C@@H]2C[C@@H](OCC2)C=2C=NN(C2)C